N-(5,6-dimethoxybenzothiazol-2-yl)-2-[4-(ethylsulfonyl)phenyl]-2-(3-methylphenoxy)acetamide COC=1C(=CC2=C(N=C(S2)NC(C(OC2=CC(=CC=C2)C)C2=CC=C(C=C2)S(=O)(=O)CC)=O)C1)OC